C(C)(C)N1N=NC=2C=CC=3C=NC(=NC3C21)NC2=CC=C(C(=O)N1C[C@H](CC1)NC(OC(C)(C)C)=O)C=C2 (S)-tert-butyl (1-(4-((1-isopropyl-1H-[1,2,3]triazolo[4,5-H]quinazolin-8-yl)amino)benzoyl)pyrrolidin-3-yl)carbamate